FC=1C(=C(C(=O)NOC(C)C)C=C(C1F)CC1=C(C(=NC=C1)NS(NC)(=O)=O)F)NC1=C(C=C(C=C1)I)F 3,4-difluoro-2-(2-fluoro-4-iodoanilino)-5-[[3-fluoro-2-(methylsulfamoylamino)pyridin-4-yl]methyl]-N-propan-2-yloxybenzamide